2-(((S)-3-(5-chloro-2-methylphenyl)-5-(3,3-dimethylpyrrolidin-1-yl)pentyl)-(methyl)amino)-2-(3-methyl-2-((1r,4S)-4-(2,2,2-trifluoroethoxy)cyclohexyl)phenyl)acetic acid ClC=1C=CC(=C(C1)[C@H](CCN(C(C(=O)O)C1=C(C(=CC=C1)C)C1CCC(CC1)OCC(F)(F)F)C)CCN1CC(CC1)(C)C)C